α,α-bis(4-hydroxyphenyl)-4-(4-hydroxy-α,α-dimethylbenzyl)-ethylbenzene OC1=CC=C(C=C1)C(C)(C1=CC=C(C=C1)O)C1=CC=C(C=C1)C(C1=CC=C(C=C1)O)(C)C